5-[4-(3-methylpyridin-2-yl)phenyl]-7H-pyrrolo[2,3-c]pyridazine CC=1C(=NC=CC1)C1=CC=C(C=C1)C1=CNC=2N=NC=CC21